FC(C1=NN(C(=C1)C(F)F)CC(=O)N1CCC(CC1)C=1SC=C(N1)C1=NOC(C1)C1=C(C=CC=C1OCC#C)Cl)F 2-[3,5-bis(difluoromethyl)-1H-pyrazol-1-yl]-1-[4-(4-{5-[2-chloro-6-(prop-2-yn-1-yloxy)phenyl]-4,5-dihydro-1,2-oxazol-3-yl}-1,3-thiazol-2-yl)piperidin-1-yl]ethanone